(S)-2-(2,2,2-trifluoroethyl)-1,2,3,4-tetrahydroquinoline FC(C[C@H]1NC2=CC=CC=C2CC1)(F)F